C(C)[Si](OC(CCCCCCC\C=C/C\C=C/CCCCC)OC)(CC)CC triethyl-(((9Z,12Z)-1-methoxyoctadeca-9,12-dien-1-yl)oxy)silane